6-(piperazin-1-yl)pyridinecarboxamide N1(CCNCC1)C1=CC=CC(=N1)C(=O)N